FC=1C=C(OC2=C(C(=O)NC=3C=[N+](C=CC3)[O-])C=C(C=N2)C(F)(F)F)C=CC1F 3-(2-(3,4-difluorophenoxy)-5-(trifluoromethyl)nicotinamido)pyridine-1-oxide